N-3-aminopropyl-methacrylamide tert-butyl-(3R)-3-[(4-chloro-7-methyl-phthalazin-1-yl)amino]piperidine-1-carboxylate C(C)(C)(C)OC(=O)N1C[C@@H](CCC1)NC1=NN=C(C2=CC=C(C=C12)C)Cl.NCCCNC(C(=C)C)=O